C(C)(C)C1C(NCCC2=C(N1C)C=CC=C2)=O 2-isopropyl-1-methyl-1,4,5,6-tetrahydrobenzo[e][1,4]diazocin-3(2H)-one